COC(=O)[C@H]1N(C[C@@H](C1)N=[N+]=[N-])C(C1=CC=CC=C1)(C1=CC=CC=C1)C1=CC=CC=C1 (2s,4r)-4-azido-1-trityl-pyrrolidine-2-carboxylic acid methyl ester